2-((4-(2-((7-amino-2-(furan-2-yl)-[1,2,4]triazolo[1,5-a][1,3,5]triazin-5-yl)amino)ethyl)-phenyl)amino)-N-methylacetamide NC1=NC(=NC=2N1N=C(N2)C=2OC=CC2)NCCC2=CC=C(C=C2)NCC(=O)NC